3-(4-fluoro-2-hydroxyphenoxy)-N-(3-(methylsulfonyl)phenyl)-6-(trifluoromethyl)pyridazine-4-carboxamide FC1=CC(=C(OC=2N=NC(=CC2C(=O)NC2=CC(=CC=C2)S(=O)(=O)C)C(F)(F)F)C=C1)O